C(C)(C)OC1=CC=2N(C=C1NC(=O)C=1C=NN3C1N=CC=C3)C=C(N2)C2CCNCC2 N-[7-isopropoxy-2-(4-piperidyl)imidazo[1,2-a]pyridin-6-yl]pyrazolo[1,5-a]pyrimidine-3-carboxamide